4-bromo-2-fluorophenol BrC1=CC(=C(C=C1)O)F